NC1=C(C(=O)N)C(=C(N=C1C1=C(C=CC=C1)NC(C(C)(C)C)=O)C1=C2C=NNC2=CC=C1C)F 3-amino-5-fluoro-6-(5-methyl-1H-indazol-4-yl)-2-(2-pivalamidophenyl)-isonicotinamide